C(C)(=O)N1C[C@@H]([C@@H](C1)NC1=NC2=CC=C(C=C2C=N1)C1=C(C(=CC(=C1Cl)OC)OC)Cl)NC(C=C)=O N-((3S,4R)-1-acetyl-4-((6-(2,6-dichloro-3,5-dimethoxyphenyl)quinazolin-2-yl)amino)pyrrolidin-3-yl)acrylamide